tert-butyl N-[(2S)-1-{3-bromo-5-chloro-7-methanesulfonylfuro[3,2-b]pyridin-2-yl}propan-2-yl]carbamate BrC1=C(OC=2C1=NC(=CC2S(=O)(=O)C)Cl)C[C@H](C)NC(OC(C)(C)C)=O